C1(CC1)[C@H](C=1C=CC2=C(NC(=N2)[C@H](CC(C(F)(F)F)(C)C)NC(=O)C2=NON=C2C)C1)NC(C[C@@H](C(F)(F)F)C)=O |o1:34| N-((S)-1-(6-((R)-Cyclopropyl((S*)-4,4,4-trifluoro-3-methylbutanamido)methyl)-1H-benzo[d]imidazol-2-yl)-4,4,4-trifluoro-3,3-dimethylbutyl)-4-methyl-1,2,5-oxadiazole-3-carboxamide